C(OC1=C(C=CC=C1)C(C([2H])([2H])[2H])(C([2H])([2H])[2H])C([2H])([2H])[2H])(OC)=O (2-(methyl-d3)propan-2-yl-1,1,1,3,3,3-d6)phenyl methyl carbonate